NS1CC=C[C@H]1C(CS(=O)(=O)C)C1=CC(=C(C=C1)OC)OCC (S)-1-amino-5-(1-(3-ethoxy-4-methoxyphenyl)-2-(methylsulfonyl)ethyl)-5H-thiophene